2-[4-[phenyl-(6-phenyl-4-dibenzothienyl)amino]-1-naphthyl]phenol C1(=CC=CC=C1)N(C1=CC=C(C2=CC=CC=C12)C1=C(C=CC=C1)O)C1=CC=CC2=C1SC1=C2C=CC=C1C1=CC=CC=C1